NC1=CC(=C(C=C1)C(=O)N1CCN(CC1)CC)Cl (4-amino-2-chlorophenyl)(4-ethylpiperazin-1-yl)methanone